tert-butyl 4-(2-(4-chloro-2-fluorophenyl)-2-methyl-2,3-dihydrobenzofuran-7-yl)piperidine-1-carboxylate ClC1=CC(=C(C=C1)C1(OC2=C(C1)C=CC=C2C2CCN(CC2)C(=O)OC(C)(C)C)C)F